O1CCC(CC1)NS(=O)(=O)C1=CC=C(C=C1)S(=O)(=O)N N4-(tetrahydro-2H-pyran-4-yl)benzene-1,4-disulfonamide